(R)-1-methylpyrrolidin CN1CCCC1